COC1CC(C1)[C@@H](C=1C=C(C=CC1)N1C(C2=CC(=CC(=C2C1)C(F)(F)F)CNC1(CCC1)C)=O)C1=NN=CN1C 2-(3-((S)-((1r,3S)-3-methoxycyclobutyl)(4-methyl-4H-1,2,4-triazol-3-yl)methyl)phenyl)-6-(((1-methylcyclobutyl)amino)methyl)-4-(trifluoromethyl)isoindolin-1-one